[(1S)-2-(tert-butoxy carbonylamino)-1-methyl-ethyl] 4-methylbenzenesulfonate CC1=CC=C(C=C1)S(=O)(=O)O[C@H](CNC(=O)OC(C)(C)C)C